NC=1C(=NC=C(N1)N1CCC(CC1)(C)CN)SC=1C(=C(C=CC1)NC(=O)C1=C(N=C2N(C1=O)C=CC=C2)O)Cl N-(3-((3-amino-5-(4-(aminomethyl)-4-methylpiperidin-1-yl)pyrazin-2-yl)thio)-2-chlorophenyl)-2-hydroxy-4-oxo-4H-pyrido[1,2-a]pyrimidine-3-carboxamide